S(=O)(=O)(O)O.NC1=NC(=C(C(N1)=O)N)N 2,5,6-triamino-3,4-dihydropyrimidin-4-one sulfate